CC1=C(C(=O)P(C2=CC=CC=C2)(C2=CC=CC=C2)=O)C(=CC(=C1)C)C (2,4,6-Trimethylbenzoyl)-diphenylphosphine oxide